NC1=NC=CC(=C1Cl)SC=1C(=NC(=CN1)N1CCC2(CC1)C(C1=CC=CC=C1C2)=N)N 3-((2-amino-3-chloropyridin-4-yl)thio)-6-(1-imino-1,3-dihydrospiro[indene-2,4'-piperidin]-1'-yl)pyrazin-2-amine